C1(CC1)OC1=NN(C(=C1NC=1N=CC2=C(N1)N(C(=C2)C#N)[C@H](COC)C)[2H])COC (S)-2-((3-cyclopropoxy-1-(methoxymethyl)-1H-pyrazol-4-yl-5-d)amino)-7-(1-methoxypropane-2-yl)-7H-pyrrolo[2,3-d]pyrimidine-6-carbonitrile